rac-(3aR,5R,7S,7aR)-5-(4-(tert-butyl)phenyl)-1,3,3,5,7-pentamethyl-octahydrobenzo[c]isoxazole C(C)(C)(C)C1=CC=C(C=C1)[C@]1(C[C@@H]2[C@H](N(OC2(C)C)C)[C@H](C1)C)C |r|